OC1=C(C=C(CNC(CCCC\C=C\C(C)C)=O)C=C1)OC (E)-N-(4-hydroxy-3-methoxybenzyl)-8-methylnon-6-enamide